S([O-])(O)(=O)=O.C(C)N1C=[N+](C=C1)C 1-ethyl-3-methyl-imidazolium bisulfate